N-((2R,3S)-3-(2,4-difluorobenzyl)pentan-2-yl)-1-methyl-5-oxo-4,5-dihydro-1H-1,2,4-triazole-3-carboxamide FC1=C(C[C@@H]([C@@H](C)NC(=O)C2=NN(C(N2)=O)C)CC)C=CC(=C1)F